C(C)(C)(C)OC(=O)N1[C@@H](CN(CC1)C(=O)C1=NC2=CC=C(C=C2C(=N1)NC1=NNC(=C1)C1CC1)C#N)C (R)-4-(6-cyano-4-((5-cyclopropyl-1H-pyrazol-3-yl)amino)quinazoline-2-carbonyl)-2-methylpiperazine-1-carboxylic acid tert-butyl ester